(S)-2-((2S,4S)-4-bromopyrrolidine-2-carboxamido)-N1-(1-(2-(2-adamantylamino)-2-oxoethyl)-2-oxo-1,2-dihydropyridin-3-yl)-N6-methyl-5-oxohexanediamide Br[C@H]1C[C@H](NC1)C(=O)N[C@H](C(=O)NC=1C(N(C=CC1)CC(=O)NC1C2CC3CC(CC1C3)C2)=O)CCC(C(=O)NC)=O